ClC1=NC=C(C(=N1)NC1=C(C=C(C(=O)O)C=C1)OC(C)C)C#N 4-((2-chloro-5-cyanopyrimidin-4-yl)amino)-3-isopropoxybenzoic acid